C1(=CCCC1)C1=CNC=2N=CN=C(C21)N[C@H]2CNCCC2 (R)-5-(cyclopent-1-en-1-yl)-N-(piperidin-3-yl)-7H-pyrrolo[2,3-d]pyrimidin-4-amine